C(C1=CC=CC=C1)C1CCN(CC1)C[C@H]1NC([C@H](SCC1)C1=CC=C(C=C1)Br)=O (2R,5S)-5-[(4-benzyl-1-piperidyl)methyl]-2-(4-bromophenyl)-1,4-thiazepan-3-one